[N+](=O)([O-])C1=CC=C(C=C1)C1=C2C=CC=CC2=NC=2C3=C(C=CC12)C=CC=C3 7-(4-nitrophenyl)-benzo[c]acridine